C(C)(C)[C@@H]1N(S(CC1=O)(=O)=O)C(=O)OC(C)(C)C tert-butyl (S)-3-isopropyl-4-oxoisothiazolidine-2-carboxylate 1,1-dioxide